N1C=NC(=C1)[C@H](C)NC(=O)C1=CC2=CC=CC(=C2C=C1)OC1=CC=C(C=C1)C(F)(F)F (S)-N-(1-(1H-imidazol-4-yl)ethyl)-5-(4-(trifluoromethyl)phenoxy)-2-naphthamide